7-((3R,4S)-4-ethyltetrahydrofuran-3-yl)-2-((3-isopropoxy-1-methyl-1H-pyrazol-4-yl)amino)-7H-pyrrolo[2,3-d]pyrimidine-6-carbonitrile C(C)[C@H]1[C@H](COC1)N1C(=CC2=C1N=C(N=C2)NC=2C(=NN(C2)C)OC(C)C)C#N